ClC1=C(C=C(C(=O)O)C=C1)OCC 4-Chloro-3-ethoxybenzoic acid